methyl 6-(cyclopropanecarboxamido)-4-((2-(methoxy-d3)-3-(1-methyl-1H-1,2,4-triazol-3-yl)phenyl)amino)pyridazine-3-carboxylate C1(CC1)C(=O)NC1=CC(=C(N=N1)C(=O)OC)NC1=C(C(=CC=C1)C1=NN(C=N1)C)OC([2H])([2H])[2H]